C1(=CC=CC=C1)C1=NC(=NO1)C(=O)C1=CC=C(C#N)C=C1 4-(5-phenyl-1,2,4-oxadiazole-3-carbonyl)benzonitrile